5-bromo-4-methoxybenzo[d]isothiazol-3(2H)-one 1,1-dioxide BrC=1C=CC2=C(C(NS2(=O)=O)=O)C1OC